C(C=C)(=O)OCCCS(=O)(=O)O 3-prop-2-enoyloxypropane-1-sulfonic acid